[C@H]1([C@H](O)[C@@H](O)[C@@H](O)[C@H](O1)CO)OCC(O)CO 1-(alpha-D-Galactosyl)-glycerol